3-[[5-(2,2-difluoroethyl)-4-methoxy-pyrimidin-2-yl]sulfamoyl]-1H-indole-6-carboxylic acid methyl ester COC(=O)C1=CC=C2C(=CNC2=C1)S(NC1=NC=C(C(=N1)OC)CC(F)F)(=O)=O